FC=1C=C2C(C=COC2=CC1)=O 6-fluoro-chromone